trimethylolpropane tris(3-mercapto propionate) SCCC(=O)O.SCCC(=O)O.SCCC(=O)O.C(O)C(CC)(CO)CO